ClC1=C(C=CC(=C1)F)N1CCC2(C=3C=CC(=NC3CN(C2)C[C@@H]2N(CCC2)C(=O)OC(C)(C)C)C2=C(C=CC=C2)OCC)CC1 tert-butyl (R)-2-((1-(2-chloro-4-fluorophenyl)-2'-(2-ethoxyphenyl)-6'H-spiro[piperidine-4,5'-[1,7]naphthyridin]-7'(8'H)-yl)methyl)pyrrolidine-1-carboxylate